2,4,6-tris(3,4,5-trifluorophenyl)-boroxin FC=1C=C(C=C(C1F)F)B1OB(OB(O1)C1=CC(=C(C(=C1)F)F)F)C1=CC(=C(C(=C1)F)F)F